4-Chlorophenyldiphenylsulfonium hexafluoro-antimonat F[Sb-](F)(F)(F)(F)F.ClC1=CC=C(C=C1)[S+](C1=CC=CC=C1)C1=CC=CC=C1